4H-1,2,4-triazole-3-sulfonamide N=1N=C(NC1)S(=O)(=O)N